ClC=1C=NC=C(C1[C@@H](C)OC=1C=C2C(=NN(C2=CC1OC)C1OCCCC1)C1=CC(=C(C(=C1)F)N1CC2(CN(C2)C(=O)OC(C)(C)C)C1)F)Cl tert-butyl 6-[4-[5-[(1R)-1-(3,5-dichloro-4-pyridyl)ethoxy]-6-methoxy-1-tetrahydropyran-2-yl-indazol-3-yl]-2,6-difluoro-phenyl]-2,6-diazaspiro[3.3]heptane-2-carboxylate